Ethyl-5-(7-fluoro-2-(1,4-oxazepan-4-yl)quinolin-8-yl)pyridin-2-amine C(C)C=1C(=NC=C(C1)C=1C(=CC=C2C=CC(=NC12)N1CCOCCC1)F)N